3-(4-chloro-1H-indol-6-yl)-1-[(3-methylpyridin-4-yl)methyl]urea ClC1=C2C=CNC2=CC(=C1)NC(NCC1=C(C=NC=C1)C)=O